NC1=C(CNC([C@H](C)NC(=O)[C@@H]2N(C[C@H](C2)C2=CC=CC=C2)C(=O)OC(C)(C)C)=O)C=C(C=C1)Cl tert-Butyl (2R,4R)-2-(((S)-1-((2-amino-5-chlorobenzyl)amino)-1-oxopropan-2-yl)carbamoyl)-4-phenylpyrrolidine-1-carboxylate